1-[(3R)-3-[4-(3-Ethynyl-2-fluoro-anilino)quinazolin-6-yl]pyrrolidin-1-yl]prop-2-en-1-one C(#C)C=1C(=C(NC2=NC=NC3=CC=C(C=C23)[C@@H]2CN(CC2)C(C=C)=O)C=CC1)F